COC(C1=C(C=C(C(=C1)F)C(F)(F)F)NC1=C(C=C(C=C1)F)C(C)=O)=O ((2-acetyl-4-fluorophenyl)amino)-5-fluoro-4-(trifluoromethyl)-benzoic acid methyl ester